2-HYDROXY-5-OXOPROLINE O[C@@]1(NC(CC1)=O)C(=O)O